C1CC12CCN(CC2)C2=C(C(=N)N)C=CC(=C2)Br 2-(6-azaspiro[2.5]oct-6-yl)-4-bromo-benzamidine